1-[6-[3,5-bis(difluoromethyl)pyrazol-1-yl]-5-(difluoromethyl)-2-pyridyl]-6-bromo-5-(oxetan-3-yloxy)benzimidazole FC(C1=NN(C(=C1)C(F)F)C1=C(C=CC(=N1)N1C=NC2=C1C=C(C(=C2)OC2COC2)Br)C(F)F)F